C(C)OC(=O)C1=CN(C2=NC(=CC(=C2C1=O)C)Cl)C1=NC(=NS1)NCCCOC 7-chloro-1-{3-[(3-methoxypropyl)amino]1,2,4-thiadiazol-5-yl}-5-methyl-4-oxo-1,4-dihydro-1,8-naphthyridine-3-carboxylic acid ethyl ester